C(C)C=1C2=C(N3C1CN(CC3)C(CCOCC3NCC3)=O)N=CC(=C2)C(F)(F)F 2-((3-(5-ethyl-3-(trifluoromethyl)-8,9-dihydropyrido[3',2':4,5]pyrrolo[1,2-a]pyrazin-7(6H)-yl)-3-oxopropoxy)methyl)azetidin